BrC1=CC(=CC(=C1)C(F)(F)F)Br 1,3-dibromo-5-trifluoromethyl-benzene